N-(2-hydroxyethyl)histidinamide hydrochloride Cl.OCCNC([C@@H](N)CC1=CNC=N1)=O